Methyl 4-[[(3R,4R)-4-[4-chloro-2-(5-fluoro-2-pyridyl)-1H-imidazol-5-yl]-3-methyl-1-piperidyl]sulfonyl]butanoate ClC=1N=C(NC1[C@H]1[C@H](CN(CC1)S(=O)(=O)CCCC(=O)OC)C)C1=NC=C(C=C1)F